3,4-bis(diisobutylphosphino)-2,4-bis(dicyclohexylphosphino)-2,5-diethylthiophene C(C(C)C)P(C1C(SC(C1(P(C1CCCCC1)C1CCCCC1)P(CC(C)C)CC(C)C)CC)(CC)P(C1CCCCC1)C1CCCCC1)CC(C)C